(S or R)-(5-((2,3-dihydro-[1,4]dioxino[2,3-b]pyridin-7-yl)sulfonyl)-3,4,5,6-tetrahydropyrrolo[3,4-c]pyrrol-2(1H)-yl)(tetrahydro-2H-pyran-3-yl)methanone O1CCOC2=NC=C(C=C21)S(=O)(=O)N2CC1=C(C2)CN(C1)C(=O)[C@@H]1COCCC1 |o1:23|